ClC=1C(=NC=C(C1)C1=CC=CC=C1)C=O 3-chloro-5-Phenylpyridinecarbaldehyde